COC1=C(C(=C(C=C1)C1=CC=CC=C1)OC)C#N dimethoxy-[1,1'-biphenyl]-3-carbonitrile